BrC=1N=C(N(N1)CCOC1OCCCC1)C(O)C1=CC=CC=C1 [5-bromo-2-(2-tetrahydropyran-2-yloxyethyl)-1,2,4-triazol-3-yl]-phenyl-methanol